C(#N)C=1C(=NC(=NC1)NC1=CC(=C(C(=C1)OC)OC)OC)NC1=C(C(=O)NC)C=CC=C1 2-((5-cyano-2-((3,4,5-trimethoxyphenyl)amino)pyrimidin-4-yl)amino)-N-methylbenzamide